F[GeH3] fluorogermane